2-(3-azabicyclo[3.1.0]hexan-3-yl)-4-bromo-6-chloropyridin-3-amine C12CN(CC2C1)C1=NC(=CC(=C1N)Br)Cl